guanosine 5'-monophosphate disodium [Na+].[Na+].P(=O)([O-])([O-])OC[C@@H]1[C@H]([C@H]([C@@H](O1)N1C=NC=2C(=O)NC(N)=NC12)O)O